3-Methyl-7-((1r,4r)-4-(thiazol-2-yl)cyclohexyl)-5-((3-(trifluoromethyl)pyridin-2-yl)methyl)pyrido[2,3-b]pyrazin-6(5H)-one CC1=CN=C2C(=N1)N(C(C(=C2)C2CCC(CC2)C=2SC=CN2)=O)CC2=NC=CC=C2C(F)(F)F